N-(3-Cyano-4-methyl-1H-indol-7-yl)-1-[(2,2-difluorocyclopropyl)methyl]pyrazol-4-sulfonamid C(#N)C1=CNC2=C(C=CC(=C12)C)NS(=O)(=O)C=1C=NN(C1)CC1C(C1)(F)F